C(CCCC)NC(=O)OC(=O)C1=NC=CC=C1 (pentylcarbamoyl)pyridine-2-carboxylate